di(tetrachloroundecafluorooctanoyl) peroxide ClC(C(C(C(C(C(C(=O)OOC(C(C(C(C(C(C(C(F)(F)F)(Cl)Cl)(Cl)Cl)(F)F)(F)F)(F)F)(F)F)=O)(F)F)(F)F)(F)F)(F)F)(Cl)Cl)(C(F)(F)F)Cl